FC(OC1=CC=C(C=C1)C1=NN2C(=NC=3C=CC=CC3C2=N1)NC=1C(N=CC=CC1)=O)(F)F (3R)-3-({2-[4-(trifluoromethoxy)phenyl][1,2,4]triazolo[1,5-c]quinazolin-5-yl}amino)azepin-2-one